ethylene bisoleate C(CCCCCCC\C=C/CCCCCCCC)(=O)OCCOC(CCCCCCC\C=C/CCCCCCCC)=O